C1(CC1)CN1CCN(CC1)C1=C(C=C(C(=C1)OC)NC1=NC=NC(=C1)N1OCC[C@@H]1C1=CC(=C(C=C1)F)C(F)(F)F)NC(C=C)=O (R)-N-(2-(4-(cyclopropylmethyl)piperazin-1-yl)-5-((6-(3-(4-fluoro-3-(trifluoromethyl)phenyl)isoxazolidin-2-yl)pyrimidin-4-yl)amino)-4-methoxyphenyl)acrylamide